Tert-butyl (2-(3-ethoxynaphthalen-2-yl)ethyl)carbamate C(C)OC=1C(=CC2=CC=CC=C2C1)CCNC(OC(C)(C)C)=O